FC=1C=C2C(CCOC2=C(C1O[C@@H](C1=CC=NC=C1)C1=CC(=C(C=C1)OC)F)C)=O (S)-6-fluoro-7-((3-fluoro-4-methoxyphenyl)(pyridin-4-yl)methoxy)-8-methylchroman-4-one